FC1=C(C(=O)NC2=CC(=CC=C2)[C@H](C)SC2=NN=CN2C)C=CC=C1C(F)(F)F (S)-2-Fluoro-N-(3-(1-((4-methyl-4H-1,2,4-triazol-3-yl)thio)ethyl)phenyl)-3-(trifluoromethyl)benzamide